2-(4-bromo-1-methyl-1H-pyrazol-3-yl)pyrazine BrC=1C(=NN(C1)C)C1=NC=CN=C1